C(C)(C)C=1C=CC=C(C(=O)O)C1 5-isopropylbenzoic acid